(1-((2r,4r,5r)-3,3-difluoro-4-hydroxy-5-(hydroxymethyl)tetrahydrofuran-2-yl)-2-oxo-1,2-dihydropyrimidin-4-yl)-5-phenylpyridinecarboxamide FC1([C@@H](O[C@@H]([C@H]1O)CO)N1C(N=C(C=C1)C=1C(=NC=C(C1)C1=CC=CC=C1)C(=O)N)=O)F